C(#N)C1=NC=CC(=N1)C1CN(C1)C(=O)OC(C)(C)C tert-butyl 3-(2-cyanopyrimidin-4-yl)azetidine-1-carboxylate